FC(OC=1C=CC(=NC1)N1N=C(N=C1)C1=CC(=C(N)C=C1)C(F)(F)F)(F)F 4-(1-(5-(trifluoromethoxy)pyridin-2-yl)-1H-1,2,4-triazol-3-yl)-2-(trifluoromethyl)aniline